OC1=C(N=NN=N1)C1=CC=CC=C1 hydroxyphenyl-triazazine